FCCN1[C@H]([C@H](CCC1)C1=CC=2C(=NC=CC2NC=2C=CC3=C(N=CS3)C2)S1)C N-(2-((2S,3S)-1-(2-fluoroethyl)-2-methylpiperidin-3-yl)thieno[2,3-b]pyridin-4-yl)benzo[d]thiazol-5-amine